4-(4-((6-carbamoyl-3-(methylsulfanyl)-1,2,4-triazin-5-yl)amino)phenyl)piperidine-1-carboxylic acid tert-butyl ester C(C)(C)(C)OC(=O)N1CCC(CC1)C1=CC=C(C=C1)NC=1N=C(N=NC1C(N)=O)SC